N-(3-ethoxypropyl)-2-ethyl-4-[[3-[3-(trifluoromethyl)-1H-pyrazol-4-yl]imidazo[1,2-a]pyrazin-8-yl]amino]benzamide C(C)OCCCNC(C1=C(C=C(C=C1)NC=1C=2N(C=CN1)C(=CN2)C=2C(=NNC2)C(F)(F)F)CC)=O